N-allyl-4-methyl-N-(4-methylphenylethynyl)benzenesulfonamide ethyl-(E)-2-methyl-3-(((trifluoromethyl)sulfonyl)oxy)but-2-enoate C(C)OC(\C(=C(/C)\OS(=O)(=O)C(F)(F)F)\C)=O.C(C=C)N(S(=O)(=O)C1=CC=C(C=C1)C)C#CC1=CC=C(C=C1)C